ClCC1=C(C=CC(=C1)C(F)(F)F)C1=C(C=CC(=C1)C)S(=O)(=O)N (2-(chloromethyl)-4-trifluoromethylphenyl)-4-methylbenzenesulfonamide